N-[(15aS,16R,17S)-7-chloro-17-fluoro-1-oxo-1,2,15a,16,17,18-hexahydro-15H-4,8-(azeno)-14,10-(metheno)pyrrolo[1,2-d][1,12,4]dioxazacycloheptadecin-16-yl]ethanesulfonamide ClC1=C2OC=3C=CC=C(C[C@@H]4N(C(COC(C=C1)=N2)=O)C[C@@H]([C@@H]4NS(=O)(=O)CC)F)C3